C(C)(C)(C)N1N=C(C(=CC1=O)C1=C(C=CC(=C1)Cl)C(C(F)F)=O)OC Tert-butyl-5-(5-chloro-2-(2,2-difluoroacetyl)phenyl)-6-methoxypyridazin-3(2H)-one